BrC1=CC(=C(C=C1)NC(=O)NC=1C(=NC(=CC1)OC)OC1=C(C=CC=C1)C(C)(C)C)F 1-(4-bromo-2-fluorophenyl)-3-(2-(2-tert-butylphenoxy)-6-methoxypyridin-3-yl)urea